C(C)(C)(C)C=1C=C(NN1)NC(=O)NC1=CC=C(C=C1)N1C=NC2=C1C=CC(=C2)OCCOCC#C 1-(5-tert-Butyl-2H-pyrazol-3-yl)-3-{4-[5-(2-prop-2-ynyloxy-ethoxy)-benzimidazol-1-yl]-Phenyl}-urea